[Br-].C(=C)C1=[N+](C=CC=C1)C 2-vinyl-1-methylpyridinium bromid